tetrahydro-N,N-dimethyl-5,5-diphenyl-3-furanmethanamine hydrochloride Cl.CN(CC1COC(C1)(C1=CC=CC=C1)C1=CC=CC=C1)C